imidazo[4,5-g]phthalazin-2-one N=1C(N=C2C1C=C1C=NN=CC1=C2)=O